tert-butyl 6-oxo-1,4-oxaazepane-4-carboxylate O=C1CN(CCOC1)C(=O)OC(C)(C)C